4-(4-(Piperazin-1-ylmethyl)phenylamino)-2-(piperidin-1-yl)pyrimido[4,5-d]pyridazin-5(6H)-on Hydrochlorid Cl.N1(CCNCC1)CC1=CC=C(C=C1)NC1=NC(=NC=2C=NNC(C21)=O)N2CCCCC2